2,3-dibromo-1-methoxy-5-(trimethylsiloxy)pent-2-ene BrC(COC)=C(CCO[Si](C)(C)C)Br